C1(CC1)CN1C(=CC=2C1=NC=CC2)C2=NC1=C(N2C)C(=CC(=C1)C(=O)N1[C@@H]2[C@H](C[C@H](C1)[C@H]2N)N)OC (1R,4R,6S,7R)-2-{2-[1-(Cyclopropylmethyl)-1H-pyrrolo[2,3-b]pyridin-2-yl]-7-methoxy-1-methyl-1H-1,3-benzodiazole-5-carbonyl}-2-azabicyclo[2.2.1]heptane-6,7-diamine